1-[(2,6-dimethoxyphenyl)carbonyl]piperidin COC1=C(C(=CC=C1)OC)C(=O)N1CCCCC1